COC(=O)C1CCN(CC1)C(C)(C)C1=C(C=C(C=C1)C1CNC1)F 1-(2-(4-(azetidin-3-yl)-2-fluorophenyl)propan-2-yl)piperidine-4-carboxylic acid methyl ester